2-(5-bromo-2-hydroxy-3-(isobutyryloxy)benzylideneamino)-3-(4-hydroxy-phenyl)propanoic acid BrC=1C=C(C(=C(C=NC(C(=O)O)CC2=CC=C(C=C2)O)C1)O)OC(C(C)C)=O